CC1CCC=2C=C3CCC(C3=CC12)=O 7-methyl-2,3,6,7-tetrahydro-s-indacen-1(5H)-one